FC1=CC=C(C=C1)CCN1N=C(C=C1)[C@@H]([C@@](CN1N=NN=C1)(O)C1=C(C=C(C=C1)F)F)C (2R,3S)-3-(1-(4-fluorophenylethyl)-1H-pyrazol-3-yl)-2-(2,4-difluorophenyl)-1-(1H-tetrazol-1-yl)butan-2-ol